COC=1C=2N(C=C(C1)OC)N=C(C2)C2=CN=C1SC(=NN12)S(=O)C (4,6-dimethoxypyrazolo[1,5-a]pyridin-2-yl)-2-(methylsulfinyl)imidazo[2,1-b][1,3,4]thiadiazole